C(C)S(=O)(=O)C=1C(=NC=C(C1)C(F)(F)F)C1=NC=2C(=NC=C(C2)C(F)(F)F)N1C 2-[3-ethyl-sulfonyl-5-(trifluoromethyl)-2-pyridyl]-3-methyl-6-(trifluoromethyl)imidazo[4,5-b]pyridine